FC1(CN(C1)CCOCCN)F 2-(2-(3,3-difluoroazetidin-1-yl)ethoxy)ethan-1-amine